(3S,4S)-1-(4-(1-((S)-2-heptanamido-3-(hexylamino)-3-oxopropyl)-1H-imidazol-4-yl)benzoyl)-N3,N4-bis((1S,2R)-2-phenylcyclopropyl)pyrrolidine-3,4-dicarboxamide C(CCCCCC)(=O)N[C@@H](CN1C=NC(=C1)C1=CC=C(C(=O)N2C[C@H]([C@@H](C2)C(=O)N[C@@H]2[C@H](C2)C2=CC=CC=C2)C(=O)N[C@@H]2[C@H](C2)C2=CC=CC=C2)C=C1)C(=O)NCCCCCC